5-(4-(1-((5-(4-(ethylsulfonyl)phenyl)thiazolo[5,4-b]pyridin-2-yl)oxy)ethyl)piperidin-1-yl)-3-isopropyl-1,2,4-oxadiazole C(C)S(=O)(=O)C1=CC=C(C=C1)C1=CC=C2C(=N1)SC(=N2)OC(C)C2CCN(CC2)C2=NC(=NO2)C(C)C